ClC=1C=C(C=C(C1)NS(=O)(=O)C)NC(=O)C1=CN(C(=C1)C(F)(F)F)C1=NC=C(C=C1)N1CCOCC1 N-(3-chloro-5-(methylsulfonylamino)phenyl)-1-(5-morpholinylpyridin-2-yl)-5-(trifluoromethyl)-1H-pyrrole-3-carboxamide